C(C)C1=CC=C(CNC(=O)C2N(CCN(C2)C=2C=3C(N=CN2)=NN(C3)C3=CC=C(C=C3)F)C)C=C1 N-(4-ethylbenzyl)-4-(2-(4-fluorophenyl)-2H-pyrazolo[3,4-d]pyrimidin-4-yl)-1-methylpiperazine-2-carboxamide